C(C)(C)(C)C1=C(N=CO1)C(=O)NC1=CC(=C(C=C1)C)NC1=NC=CC=C1C1=C2N=CNC2=NC=N1 5-tert-butyl-N-[4-methyl-3-[[3-(9H-purin-6-yl)-2-pyridyl]amino]phenyl]oxazole-4-carboxamide